C(C1=CC=CC=C1)[C@]1(CC(CC12CCN(CC2)C(=O)OC2(COC2)C#CC2=C(C=CC(=C2)[N+](=O)[O-])Cl)=O)NC(=O)OCC2=CC=CC=C2 3-((2-chloro-5-nitrophenyl)ethynyl)oxetan-3-ol benzyl-(R)-1-(((benzyloxy)carbonyl)amino)-3-oxo-8-azaspiro[4.5]decane-8-carboxylate